CC1(C(C1)(CO)CO)C (2,2-dimethylcyclopropane-1,1-diyl)dimethanol